tert-butyl (S)-((4-((1-benzyl-3-methylpyrrolidin-3-yl)oxy)-3-chloro-2,6-difluorophenyl)sulfonyl)(thiazol-4-yl)carbamate C(C1=CC=CC=C1)N1C[C@@](CC1)(C)OC1=C(C(=C(C(=C1)F)S(=O)(=O)N(C(OC(C)(C)C)=O)C=1N=CSC1)F)Cl